CC=1N(C=C(N1)[N+](=O)[O-])CC1CO1 2-methyl-4-nitro-1-(2,3-epoxypropyl)-imidazole